F[B-](F)(F)F.C(CCC)N1C(N(C=C1)C)C 1-Butyl-2,3-dimethylimidazole tetrafluoroborate